4-(8-azabicyclo[3.2.1]oct-2-en-3-yl)-amino-(1-methyl-1h-pyrazol-4-yl)pyrimidin-2-amine C12C=C(CC(CC1)N2)C2=NC(=NC(=C2C=2C=NN(C2)C)N)N